7-Chloro-6-(2,6-difluorophenyl)-8-methyl-2,4-dihydro-[1,2,4]triazolo[4,3-a][1,4]benzodiazepin-1-on ClC1=C(C=CC2=C1C(=NCC=1N2C(NN1)=O)C1=C(C=CC=C1F)F)C